N2-(3-azabicyclo[3.1.0]hexan-1-yl)-5,7-dimethylpyrido[2,3-d]pyrimidine-2,4-diamine C12(CNCC2C1)NC=1N=C(C2=C(N1)N=C(C=C2C)C)N